COC(=O)C=1C(N(C=C(C1)C=C)C1=CC=C(C=C1)F)=O 1-(4-fluorophenyl)-2-oxo-5-vinyl-1,2-dihydropyridine-3-carboxylic acid methyl ester